(R)-4-(1-(2-cyclobutyl-2-((3-(difluoromethoxy)benzyl)oxy)acetamido)cyclopropyl)benzoic acid C1(CCC1)[C@H](C(=O)NC1(CC1)C1=CC=C(C(=O)O)C=C1)OCC1=CC(=CC=C1)OC(F)F